i-butyl vinyl ether C(=C)OCC(C)C